COCCCNC=1C=C(C=2N(N1)C(=NN2)C2=CC=CC=C2)NCCCOC N6,N8-bis(3-methoxypropyl)-3-phenyl-[1,2,4]triazolo[4,3-b]pyridazine-6,8-diamine